OC1=C2C[C@H]([C@@H](OC2=CC(=C1)O)C1=CC(=C(C(=C1)O)O)O)OC(=O)C1CCC(CC1)O.C(C1=CC=CC=C1)(=O)C=C1CN(C(O1)=O)CC=1SC=CC1 5-((benzoyl)methylene)-3-(thiophen-2-ylmethyl)oxazolidin-2-one (2S,3R)-5,7-dihydroxy-2-(3,4,5-trihydroxyphenyl)chroman-3-yl-(1r,4R)-4-hydroxycyclohexane-1-carboxylate